ClC1=C(C=C(OCC(=O)NC23CC(C2)(C3)C=3OC(=NN3)C3(OCCC3)COC(F)(F)F)C=C1)F 2-(4-chloro-3-fluoro-phenoxy)-N-[3-[5-[5-cis-(trifluoromethoxymethyl)tetrahydrofuran-2-yl]-1,3,4-oxadiazol-2-yl]-1-bicyclo[1.1.1]pentanyl]acetamide